4,4-diethoxy-11-oxo-3,10,15-trioxa-12-aza-4-silaheptadec-17-ylmethacrylate C(C)O[Si](OCC)(CCCCCOC(NCCOCCOC(C(=C)C)=O)=O)OCC